3-[1-(3-bromophenyl)vinyl]pyridin-2-amine BrC=1C=C(C=CC1)C(=C)C=1C(=NC=CC1)N